C(CC=C)N Homoallyl-amine